C1(=CC=CC=C1)C=1C=C(C=NC1)C1=NOC(C1)C(=O)OCC ethyl 3-(5-phenylpyridin-3-yl)-4,5-dihydro-1,2-oxazole-5-carboxylate